F[C@H]1CN(CC[C@H]1NC1=C2C=C(N(C2=CC=C1)CC(F)(F)F)C#CCNC=1C=C(C(=O)O)C=CC1OC)C 3-((3-(4-(((3S,4R)-3-fluoro-1-methylpiperidin-4-yl)amino)-1-(2,2,2-trifluoroethyl)-1H-indol-2-yl)prop-2-yn-1-yl)amino)-4-methoxybenzoic acid